2-p-bromophenyl-4-hydroxy-5-pyrimidinecarboxylate BrC1=CC=C(C=C1)C1=NC=C(C(=N1)O)C(=O)[O-]